1,2-dimethyl-1,2-propanediol CC(C(C)(O)C)O